(3H-benzo[e]indol-2-yl)-(4-hydroxy-3-methoxythiophenylmethyl)-methanone C1=C(NC=2C=CC3=C(C12)C=CC=C3)C(=O)CC3=CC(=C(C=C3)O)SOC